C(#N)C1=CC2=C(CN(C[C@H]2C2=C(C=CC=C2)C=2C(=NN(C2)CC)C(F)(F)F)C(=O)C(CNC(C)=O)=C)S1 (S)-N-(2-(2-Cyano-4-(2-(1-ethyl-3-(trifluoromethyl)-1H-pyrazol-4-yl)phenyl)-4,5,6,7-tetrahydrothieno[2,3-c]pyridine-6-carbonyl)allyl)acetamide